N1=CC(=CC=C1)C=O 3-pyridineformaldehyde